tert-Butyl 4-(3-(4-(1-(2-methoxyethyl)-3-methyl-2-oxo-2,3-dihydro-1H-imidazo[4,5-c]quinolin-8-yl)phenyl)ureido)piperidine-1-carboxylate COCCN1C(N(C=2C=NC=3C=CC(=CC3C21)C2=CC=C(C=C2)NC(NC2CCN(CC2)C(=O)OC(C)(C)C)=O)C)=O